5-amino-N-(1-(2-fluoro-4-(trifluoromethyl)phenyl)ethyl)-N-methyl-1-((2-(trimethylsilyl)ethoxy)methyl)-6,8-dihydro-1H-furo[3,4-d]pyrrolo[3,2-b]pyridine-2-carboxamide NC1=C2C(=C3C(=N1)C=C(N3COCC[Si](C)(C)C)C(=O)N(C)C(C)C3=C(C=C(C=C3)C(F)(F)F)F)COC2